NC1=NC=2C=CC=CC2C2=C1N=CN2CC=2SC(=CC2)CN2CCCC2 4-amino-1-((5-(pyrrolidin-1-ylmethyl)thiophen-2-yl)methyl)-1H-imidazo[4,5-c]quinoline